Methyl 2-[acetyl(cyclopropylmethyl)amino]-5-[5-[3-(1H-pyrazol-3-yl)propylcarbamoyl]-2-pyridyl]benzoate C(C)(=O)N(C1=C(C(=O)OC)C=C(C=C1)C1=NC=C(C=C1)C(NCCCC1=NNC=C1)=O)CC1CC1